3-(4-(((tert-butyldimethylsilyl)oxy)methyl)pyrimidin-2-yl)-6-chloroimidazo[1,2-b]pyridazine [Si](C)(C)(C(C)(C)C)OCC1=NC(=NC=C1)C1=CN=C2N1N=C(C=C2)Cl